O1C[C@@H](OC2=NC=CC=C21)C2=CC=C(CN1C[C@H]3N(CC1)C(OC3)=O)C=C2 (R)-7-[(S)-4-(2,3-Dihydro-[1,4]dioxino[2,3-b]pyridin-3-yl)-benzyl]-hexahydro-oxazolo[3,4-a]pyrazin-3-one